2-(benzylsulfanyl)-5-chloropyridin-3-ol C(C1=CC=CC=C1)SC1=NC=C(C=C1O)Cl